2-(2-ethylhexoxymethyl)oxirane C(C)C(COCC1OC1)CCCC